CNCCC[Si](O[Si](C)(C)C)(O[Si](C)(C)C)O[Si](C)(C)C N-methylaminopropyltris(trimethylsiloxy)silane